C1=CC(=C(C=C1C=O)N)O The molecule is a hydroxybenzaldehyde that is 4-hydroxybenzaldehyde bearing an additional amino substituent at position 3. It has a role as a bacterial metabolite. It is a hydroxybenzaldehyde and a substituted aniline.